FC1=C(C(=C2C=CNC2=C1F)S(=O)(=O)C)OC=1C=CC(=C(C1)C=1NC=C(N1)C1(C(COC2=C(C=CC=C12)CCC(=O)O)F)C)F 3-[4-[2-[5-[(6,7-difluoro-4-methylsulfonyl-1H-indol-5-yl)oxy]-2-fluoro-phenyl]-1H-imidazol-4-yl]-3-fluoro-4-methyl-chroman-8-yl]propanoic acid